NC1=NC=CC=C1C1=NC=2C(=NC(=CC2)C2=CC=CC=C2)N1C1=CC=C(C=C1)CNC(C1=CC(=C(C(=C1)C=O)O)Br)=O N-({4-[2-(2-aminopyridin-3-yl)-5-phenylimidazo[4,5-b]pyridin-3-yl]phenyl}methyl)-3-bromo-5-formyl-4-hydroxybenzamide